ClC1=NC(=NC(=N1)Cl)O 2,4-dichloro-6-hydroxy-1,3,5-triazine